ClC=1C(=NC=CC1)C(=O)NCC#C 3-chloro-N-(prop-2-yn-1-yl)pyridineamide